CN(C)CC1=CC(=C(C=C1)SCCC(=O)OCC(CCCC)CC)[N+](=O)[O-] 2-Ethylhexyl 3-[4-[(dimethylamino)methyl]-2-nitro-phenyl]sulfanylpropanoate